2-(3-Aminomethyl-phenyl)-5-trifluoromethyl-2H-pyrazole-3-carboxylic acid (3-[(cyclopropylmethyl-amino)-phenanthren-9-yl-methyl]-phenyl)-amide C1(CC1)CNC(C=1C=C(C=CC1)NC(=O)C=1N(N=C(C1)C(F)(F)F)C1=CC(=CC=C1)CN)C=1C2=CC=CC=C2C=2C=CC=CC2C1